N-(3-(4-morpholino-6-(pyridin-3-yl)thieno[3,2-d]pyrimidin-2-yl)phenyl)piperidin O1CCN(CC1)C=1C2=C(N=C(N1)C=1C=C(C=CC1)N1CCCCC1)C=C(S2)C=2C=NC=CC2